C(C)(C)(C)OC(=O)N1CC(C1)OC=1SC(=C(C1)C(N)=O)N 3-[(5-amino-4-carbamoyl-2-thienyl)oxy]azetidine-1-carboxylic acid tert-butyl ester